ClC=1C=C(C=CC1F)N(C(=O)C1N(C(N(C1)CCN1C[C@@H](CC1)O)=O)C1=NC(=CC(=C1)C(F)(F)F)C)C N-(3-Chloro-4-fluorophenyl)-1-(2-((R)-3-hydroxypyrrolidin-1-yl)ethyl)-N-methyl-3-(6-methyl-4-(trifluoromethyl)pyridin-2-yl)-2-oxoimidazolidine-4-carboxamide